FC(C1=NN=C(S1)N1C2=C(C3=CC=C(C=C13)S(NC1(CC1)C)(=O)=O)C(=NC=N2)N2C[C@@H](N(CC2)C(=O)N(C)C)C)F (S)-4-(9-(5-(difluoromethyl)-1,3,4-thiadiazol-2-yl)-7-(N-(1-methylcyclopropyl)sulfamoyl)-9H-pyrimido[4,5-b]indol-4-yl)-N,N,2-trimethylpiperazine-1-carboxamide